O1C(=C(C=C1)C(=O)O)C(=O)O.C(CCC)(O)O butanediol furandicarboxylate